Cl.C(C)OC(\C(=C\C1=C(C=C(C=C1)OC\C(=C\F)\CN)NC(C)=O)\C)=O (E)-3-[2-acetamido-4-[(E)-2-(aminomethyl)-3-fluoroallyloxy]phenyl]-2-methyl-prop-2-enoic acid ethyl ester hydrochloride